5-fluoro-N-[(1s,4s)-4-{[2-(difluoromethyl)imidazo[1,2-a]pyridin-5-yl]amino}cyclohexyl]-1-benzofuran-2-carboxamide FC=1C=CC2=C(C=C(O2)C(=O)NC2CCC(CC2)NC2=CC=CC=3N2C=C(N3)C(F)F)C1